FC(C1(C(N2N(C1)CCC2C=2C=NC=C(C2)F)=O)CC)F 6-(difluoromethyl)-6-ethyl-3-(5-fluoro-3-pyridinyl)-1,2,3,7-tetrahydropyrazolo[1,2-a]pyrazol-5-one